[C-]#N.C(C)[NH+]1C(CCC1)CCC 1-ethyl-2-propylpyrrolidinium cyanide